6-((6-methoxypyridin-3-yl)sulfonyl)phthalazin-1(2H)-one COC1=CC=C(C=N1)S(=O)(=O)C=1C=C2C=NNC(C2=CC1)=O